Cl.FC1=C(C(=CC=C1)C)N1CCC(CC1)N 1-(2-fluoro-6-methylphenyl)piperidin-4-amine hydrochloride